3,5-diamino-N-(2-(4-hydroxyphenyl)-2-oxoethyl)benzenesulfonamide 3-((6-cyano-4-(((2R,4R)-2-methyltetrahydro-2H-pyran-4-yl)amino)quinolin-3-yl)amino)-3-oxopropanoate C(#N)C=1C=C2C(=C(C=NC2=CC1)NC(CC(=O)O)=O)N[C@H]1C[C@H](OCC1)C.NC=1C=C(C=C(C1)N)S(=O)(=O)NCC(=O)C1=CC=C(C=C1)O